2-amino-5-chloro-N-(2,6-dioxopiperidin-3-yl)thiophene-3-carboxamide NC=1SC(=CC1C(=O)NC1C(NC(CC1)=O)=O)Cl